1-(4-(6-(4-fluorophenyl)-2-(1-methyl-1H-pyrazol-3-yl)pyridin-3-yl)piperidin-1-yl)prop-2-en-1-one FC1=CC=C(C=C1)C1=CC=C(C(=N1)C1=NN(C=C1)C)C1CCN(CC1)C(C=C)=O